C(=O)O.C(=O)O.CC1=NNC(=C1)C1=CC2=C(O[C@@H](CN2)[C@@H](C2=CC=CC=C2)NCCC2=CC=C(C#N)C=C2)N=C1 4-(2-(((R)-((S)-7-(3-methyl-1H-pyrazol-5-yl)-2,3-dihydro-1H-pyrido[2,3-b][1,4]oxazin-3-yl)(phenyl)methyl)amino)ethyl)benzonitrile diformate